N(=[N+]=[N-])CCOCCOCCC1=C(C=CC(=C1)[N+](=O)[O-])S(=O)(=O)N 2-(2-(2-(2-azidoethoxy)ethoxy)ethyl)-4-nitrobenzenesulfonamide